C(C)(=O)N1C[C@H](N([C@@H](C1)C)CCOC1=CC=C(C=C1)NC(NCC(=O)NC1=CC=C(C=C1)N[C@@H]1C[C@@H](N(C2=CC=CC=C12)C(CC)=O)C)=O)C 2-(3-(4-(2-((2R,6R)-4-acetyl-2,6-dimethylpiperazin-1-yl)ethoxy)phenyl)ureido)-N-(4-(((2S,4R)-2-methyl-1-propionyl-1,2,3,4-tetrahydroquinolin-4-yl)amino)phenyl)acetamide